Cerium nitrat [N+](=O)([O-])[O-].[Ce+3].[N+](=O)([O-])[O-].[N+](=O)([O-])[O-]